tert-butyl (2R,3S)-2-(((2R,3R,4R,5S,6S)-6-((7H-purin-6-yl)amino)-4,5-dihydroxy-2-(hydroxymethyl)tetrahydro-2H-pyran-3-yl)carbamoyl)-3-hydroxypyrrolidine-1-carboxylate N1=CN=C2N=CNC2=C1N[C@@H]1[C@H]([C@@H]([C@H]([C@@H](O1)CO)NC(=O)[C@@H]1N(CC[C@@H]1O)C(=O)OC(C)(C)C)O)O